CN1N=NC2=C1C=CC(=C2C)[C@@H](C(C(=O)[O-])(C)C)C2=CC(=C(C=C2)C)CN2C[C@@H](OC1=C(C2)N=C(C=C1)O)C (S)-3-(1,4-dimethyl-1H-benzo[d][1,2,3]triazol-5-yl)-3-(3-(((S)-7-hydroxy-2-methyl-2,3-dihydropyrido[2,3-f][1,4]oxazepin-4(5H)-yl) methyl)-4-methylphenyl)-2,2-dimethylpropionate